6-((R)-3-hydroxypyrrolidin-1-yl)pyrimidin O[C@H]1CN(CC1)C1=CC=NC=N1